C1(=C(C=CC=C1)C1=C(C2=C([Se]C3=C2C=CC=C3)C=C1)C1=C(C(=C(C=C1)C1=CC=CC=C1)C1=CC=CC=C1)C1=NN=NC=C1)C=1C(=CC=CC1)C1=CC=CC=C1 (terphenylyl)[di(phenyl)triazinyl-Phenyl]dibenzoselenophene